CC1=CC(=C(C=C1C(=O)O)C(=O)O)C.[Na] sodium dimethyl-isophthalic acid